BrC=1C(=NC(=C(C1)N1C[C@H](CC1)OC)C)NC1=C(C(=CC=C1C)OCC1=CC=C(C=C1)OC)C (S)-3-Bromo-N-(3-((4-methoxybenzyl)oxy)-2,6-dimethylphenyl)-5-(3-methoxypyrrolidin-1-yl)-6-methylpyridin-2-amine